C(C)N1C(=NC(=C1)C(F)(F)F)C1=CC=C(C=O)C=C1 4-(1-ethyl-4-(trifluoromethyl)-1H-imidazol-2-yl)benzaldehyde